C(C)C(C(=O)N)CS(=O)CCC(F)(F)F ethyl-3-[(3,3,3-trifluoropropyl)sulfinyl]-propionamide